NC1=NC=CC(=N1)C1=CC=C(C=C1)NC(C1=CC(=CC=C1)Cl)=O N-(4-(2-aminopyrimidin-4-yl)phenyl)-3-chloro-benzamide